C(C)(C)(C)OC(=O)N1C[C@H](OCC1)CN1CCC(CC1)NC=1C=2N(C=C(C1)C(C)=O)C(=CN2)C(C)C (2R)-2-[[4-[(6-acetyl-3-isopropyl-imidazo[1,2-a]pyridin-8-yl)amino]-1-piperidinyl]methyl]morpholine-4-carboxylic acid tert-butyl ester